C(#N)C1=NC(=NC=C1)C1=CCN(CC1)C(=O)OC(C)(C)C tert-Butyl 4-(4-cyanopyrimidin-2-yl)-5,6-dihydropyridine-1(2H)-carboxylate